Cl.Cl.CN(C1=CC=C(CN(C(CN2CCN(CC2)C(=O)OCC2=CC=CC=C2)=O)CC2=CC=C(C=C2)O)C=C1)C benzyl 4-(2-((4-(dimethylamino)benzyl)(4-hydroxybenzyl)amino)-2-oxoethyl)piperazine-1-carboxylate dihydrochloride